6-(2-aminoethyl)-2-propoxy-5H-pyrrolo[3,4-b]pyridin-7-one NCCN1C(C2=NC(=CC=C2C1)OCCC)=O